ONC(C[C@@H](CC1=CC2=CC=CC=C2C=C1)N1N=NC=C1CNC(CCC1=CC=CC=C1)=O)=O (R)-N-hydroxy-4-naphthalen-2-yl-3-{5-[(3-phenyl-propionylamino)-methyl]-[1,2,3]-triazol-1-yl}-butyramide